N-(2,4-difluoro-3-(5-(2-(methylthio)thiazol-4-yl)-1H-pyrrolo[2,3-b]pyridine-3-carbonyl)phenyl)propane-1-sulfonamide FC1=C(C=CC(=C1C(=O)C1=CNC2=NC=C(C=C21)C=2N=C(SC2)SC)F)NS(=O)(=O)CCC